BrC1=C(C(=C(C(=C1F)C(F)(F)F)F)C(F)(F)F)F 1-bromo-2,4,6-trifluoro-3,5-bis(trifluoromethyl)benzene